N-methyl-1-(5-(trifluoromethyl)pyrazolo[1,5-a]pyridin-2-yl)methanamine hydrochloride Cl.CNCC1=NN2C(C=C(C=C2)C(F)(F)F)=C1